C(=O)[O-].C(CC)[NH3+] propyl-ammonium formate